CN1C[C@@H](CCC1)NC=1N=NC(=C2C1C=NC=C2)C2=CC=C(C=C2)O (R)-4-(4-((1-methylpiperidin-3-yl)amino)pyrido[3,4-d]pyridazin-1-yl)phenol